tert-butyl (S)-2-(((4-(methyl-d3)-2-nitrophenyl)amino)methyl)morpholine-4-carboxylate C(C1=CC(=C(C=C1)NC[C@H]1CN(CCO1)C(=O)OC(C)(C)C)[N+](=O)[O-])([2H])([2H])[2H]